(2S,4R)-4-fluoro-1-[2-(5-oxo-4,5-dihydro-1H-1,2,4-triazol-4-yl)acetyl]-N-[(S)-phenyl[5-(propan-2-yl)pyridin-2-yl]methyl]pyrrolidine-2-carboxamide F[C@@H]1C[C@H](N(C1)C(CN1C=NNC1=O)=O)C(=O)N[C@H](C1=NC=C(C=C1)C(C)C)C1=CC=CC=C1